2-(2-(2-oxopiperidin-1-yl)ethyl)-1,2-dihydro-3H-spiro[isoquinoline-4,4'-piperidin]-3-one O=C1N(CCCC1)CCN1CC2=CC=CC=C2C2(CCNCC2)C1=O